(R)-N-(4-((2-(1,1-difluoroethyl)pyrimidin-4-yl)amino)-5-(5-(3-methoxypyrrolidin-1-yl)pyrazin-2-yl)pyridin-2-yl)acetamide FC(C)(F)C1=NC=CC(=N1)NC1=CC(=NC=C1C1=NC=C(N=C1)N1C[C@@H](CC1)OC)NC(C)=O